C(C1=CC=CC=C1)SC1=NC=C(C=N1)CC1=NOC(=C1)C=1C(=NC=CC1)N 3-(3-((2-(benzylthio)pyrimidin-5-yl)methyl)isoxazol-5-yl)pyridin-2-amine